3-(4,6-bis(4-methoxystyryl)pyrimidin-2-oxy)propylguanidinium trifluoroacetate FC(C(=O)[O-])(F)F.COC1=CC=C(C=CC2=NC(=NC(=C2)C=CC2=CC=C(C=C2)OC)OCCCNC(=[NH2+])N)C=C1